C(#N)C1=CC=C(C=C1)N1CC2(CN(C2)C=2N=C3N(C(C2C)=O)C=C(C=C3[C@@H](C)NC3=C(C(=O)O)C=CC=C3)C)C1 (R)-2-((1-(2-(6-(4-cyanophenyl)-2,6-diazaspiro[3.3]heptan-2-yl)-3,7-dimethyl-4-oxo-4H-pyrido[1,2-a]pyrimidin-9-yl)ethyl)amino)benzoic acid